(S)-2-((4-(6-((2-fluoro-4-(oxetane-3-yl)benzyl)oxy)pyridin-2-yl)piperidine-1-yl)methyl)-1-(oxetane-2-ylmethyl)-1H-benzo[d]imidazole-6-carboxylic acid FC1=C(COC2=CC=CC(=N2)C2CCN(CC2)CC2=NC3=C(N2C[C@H]2OCC2)C=C(C=C3)C(=O)O)C=CC(=C1)C1COC1